4-(benzyloxymethyl)cyclohexanecarbonyl chloride C(C1=CC=CC=C1)OCC1CCC(CC1)C(=O)Cl